CN1CN=CC=C1C(F)(F)F 1-methyl-6-trifluoromethyl-1H-pyrimidine